OC[C@H](C1=CC=CC=C1)NC1=CC(=NC=C1C=1OC(=NN1)C)NC1=CC=C2C(=N1)N(NC2=O)C (S)-6-((4-((2-hydroxy-1-phenylethyl)amino)-5-(5-methyl-1,3,4-oxadiazol-2-yl)pyridin-2-yl)amino)-1-methyl-1,2-dihydro-3H-pyrazolo[3,4-b]pyridin-3-one